N-(4-((1R,3R)-2-(bicyclo[1.1.1]pentan-1-yl)-3-methyl-2,3,4,9-tetrahydro-1H-pyrido[3,4-b]indol-1-yl)-3,5-difluorophenyl)-1-(2-fluoroethyl)azetidin-3-amine C12(CC(C1)C2)N2[C@@H](C=1NC3=CC=CC=C3C1C[C@H]2C)C2=C(C=C(C=C2F)NC2CN(C2)CCF)F